ClC=1C(=CC(=NC1)OC)C1=CC(=NN1)C(=O)N1CCC(CC1)C(=O)NCC1=NC=CC=C1F (5-(5-chloro-2-methoxypyridin-4-yl)-1H-pyrazole-3-carbonyl)-N-((3-fluoropyridin-2-yl)methyl)piperidine-4-carboxamide